CC(C)(CCC[C@@H](C)[C@H]1CC[C@H]2[C@@H]3CC=C4[C@@H]([C@H](CC[C@]4(C)[C@H]3CC[C@]12C)O)O)O cholest-5(6)-en-3β,4a,25-triol